6-(phenanthren-9-yl)-benzoxazole C1=CC=CC=2C3=CC=CC=C3C(=CC12)C1=CC2=C(N=CO2)C=C1